4-((2-methoxy-3-((tetrahydro-2H-pyran-4-yl)oxy)phenyl)amino)-N-methylnicotinamide COC1=C(C=CC=C1OC1CCOCC1)NC1=CC=NC=C1C(=O)NC